CC1=NN=C(O1)CCC(=O)N [(5-methyl-1,3,4-oxadiazol-2-yl)methyl]acetamide